(S)-5-((((2'-(3-((4-(((1-Acetylpiperidin-4-yl)amino)methyl)-3-fluoropyridin-2-yl)amino)-2-chlorophenyl)-3'-chloro-6-methoxy-[2,4'-bipyridin]-5-yl)methyl)amino)methyl)pyrrolidin-2-one C(C)(=O)N1CCC(CC1)NCC1=C(C(=NC=C1)NC=1C(=C(C=CC1)C1=NC=CC(=C1Cl)C1=NC(=C(C=C1)CNC[C@@H]1CCC(N1)=O)OC)Cl)F